3-((7-chloro-6-(8-methylnaphthalen-1-yl)-2-oxoquinoxalin-1(2H)-yl)methyl)azetidine-1-carboxylic acid tert-butyl ester C(C)(C)(C)OC(=O)N1CC(C1)CN1C(C=NC2=CC(=C(C=C12)Cl)C1=CC=CC2=CC=CC(=C12)C)=O